1,2,6-Tri-O-galloyl-β-D-glucose C(C1=CC(O)=C(O)C(O)=C1)(=O)O[C@H]1[C@H](OC(C2=CC(O)=C(O)C(O)=C2)=O)[C@@H](O)[C@H](O)[C@H](O1)COC(C1=CC(O)=C(O)C(O)=C1)=O